C1N(C[C@H]2CNCC[C@H]21)C2=NC=CC(=C2)C(F)(F)F [(3aR,7aR)-octahydro-1H-pyrrolo[3,4-c]pyridin-2-yl]-4-(trifluoromethyl)pyridine